ClC1=C(C=CC(=C1)OC)C1=NOC(=N1)N1CCC(CC1)C(=O)OC(C)(C)C tert-butyl 1-(3-(2-chloro-4-methoxyphenyl)-1,2,4-oxadiazol-5-yl)piperidine-4-carboxylate